tert-butyl 8-[5-oxo-7-(p-tolylsulfonyloxy)thiazolo[3,2-a]pyrimidin-2-yl]-3,8-diazabicyclo[3.2.1]octane-3-carboxylate O=C1C=C(N=C2N1C=C(S2)N2C1CN(CC2CC1)C(=O)OC(C)(C)C)OS(=O)(=O)C1=CC=C(C=C1)C